3-((5-amino-7-fluoroimidazo[1,2-c]quinazolin-2-yl)methyl)-N-(pyridin-2-yl)benzamide NC1=NC=2C(=CC=CC2C=2N1C=C(N2)CC=2C=C(C(=O)NC1=NC=CC=C1)C=CC2)F